(3S,10R,13S)-17-(4-Methoxy-1H-imidazol-1-yl)-10,13-dimethyl-2,3,4,7,8,9,10,11,12,13,14,15-dodecahydro-1H-cyclopenta[a]phenanthren-3-yl Acetate C(C)(=O)O[C@H]1CC[C@@]2(C3CC[C@@]4(C(=CCC4C3CC=C2C1)N1C=NC(=C1)OC)C)C